C(C)(C)(C)OC(=O)N1C(C2=C(C=CC=C2C1)N[C@H](C)C1=CC(=CC=2C(C(=C(OC21)C=2C=NC=CC2)C)=O)C)=O 7-[[(1R)-1-[3,6-dimethyl-4-oxo-2-(3-pyridinyl)benzopyran-8-yl]ethyl]amino]-1-oxo-isoindoline-2-carboxylic acid tert-butyl ester